6-(pyrazol-1-yl)pyridine-3-amine N1(N=CC=C1)C1=CC=C(C=N1)N